[C@@H]12OC[C@@H](N(C1)C1=C(C=C(C=N1)NC1=NC=CC(=N1)NC=1C=NC3=CC(=C(C=C3C1)F)F)OC)C2 2-(6-{(1S,4S)-2-oxa-5-azabicyclo[2.2.1]hept-5-yl}-5-methoxy-3-pyridylamino)-4-(6,7-difluoro-3-quinolylamino)pyrimidine